N1N=C(N=C1N=NCC1=C(C=CC=C1)O)N=NCC1=C(C=CC=C1)O (1H-1,2,4-triazole-3,5-diyl)bis(azomethylene)bisphenol